BrC1=C2CN(C(C2=CC=C1CN1CCC(CC1)C(=O)NC=1SC(=CN1)SCC=1OC(=CN1)C(C)(C)C)=O)C1C(NC(CC1)=O)=O 1-((4-bromo-2-(2,6-dioxopiperidin-3-yl)-1-oxoisoindoline-5-yl)methyl)-N-(5-(((5-(tert-butyl)oxazol-2-yl)methyl)thio)thiazol-2-yl)piperidine-4-carboxamide